FC=1C=C2C(=NNC2=CC1OCCOC)C1=CC(=NO1)C1=CC(=C(C=C1)C(=O)N1C=C2C(C1)COC2)C (4-{5-[5-Fluoro-6-(2-methoxy-ethoxy)-1H-indazol-3-yl]-isoxazol-3-yl}-2-methyl-phenyl)-(cis)-tetrahydro-furo[3,4-c]pyrrol-5-yl-methanone